ClC1=NC(=NC=C1)OC1=C(C=O)C(=CC=C1)OCC1=CC=C(C=C1)OC 2-((4-chloropyrimidin-2-yl)oxy)-6-((4-methoxybenzyl)oxy)benzaldehyde